[Si](C)(C)(C(C)(C)C)OCCN(CC[C@H](CSC1=CC=CC=C1)N)C (R)-N1-(2-((tert-butyldimethylsilyl)oxy)ethyl)-N1-methyl-4-(phenylthio)butane-1,3-diamine